N,N,N-trimethylphenylmethyl-ammonium chloride [Cl-].C[N+](C)(C)CC1=CC=CC=C1